[P].[Co].[Ni] nickel-cobalt phosphorus